P(=O)([O-])([O-])[O-].[Ca+2].[Cl-].[Ca+2] Calcium chlorid Calcium phosphat